C(C)N(C=NC1=C(C=C(C(=C1)F)C1(COC1)OCC1=CC(=C(C=C1)F)C)C)C N-ethyl-N'-(5-fluoro-4-(3-((4-fluoro-3-methylbenzyl)oxy)oxetan-3-yl)-2-methylphenyl)-N-methylformimidamide